({4-[(1S)-1-(cyclopentylcarbonylamino)ethyl]phenyl}amino)-N-[(4-chlorophenyl)methyl]carboxamide C1(CCCC1)C(=O)N[C@@H](C)C1=CC=C(C=C1)NC(=O)NCC1=CC=C(C=C1)Cl